(S)-4-(7-(3-chlorophenyl)-5-(3-fluoropyrazin-2-yl)-7H-pyrrolo[2,3-d]pyrimidin-4-yl)-3-methylpiperazine-1-carboxylic acid tert-butyl ester C(C)(C)(C)OC(=O)N1C[C@@H](N(CC1)C=1C2=C(N=CN1)N(C=C2C2=NC=CN=C2F)C2=CC(=CC=C2)Cl)C